(4-(3-(difluoromethyl)-5-methyl-1H-pyrazol-1-yl)phenyl)methylamine FC(C1=NN(C(=C1)C)C1=CC=C(C=C1)CN)F